C(C)OP(=O)(OCC)C(C(=O)OCC)F Ethyl 2-(diethoxyphosphoryl)-2-fluoroacetate